FC=1C(=NC=NC1N(CC1=CC(=CC=C1)OC(F)(F)F)C)NCC1C(CN(CC1)CC(=O)N)O 2-(4-(((5-fluoro-6-(methyl(3-(trifluoromethoxy)benzyl)amino)pyrimidin-4-yl)amino)methyl)-3-hydroxypiperidin-1-yl)acetamide